The molecule is an aspidosperma alkaloid that is the methyl ester of 2,3-didehydroaspidospermidine-3-carboxylic acid. It is a conjugate base of a (+)-vincadifformine(1+). It is an enantiomer of a (-)-vincadifformine. CC[C@]12CCCN3[C@H]1[C@]4(CC3)C5=CC=CC=C5NC4=C(C2)C(=O)OC